ClC1=C(COC=2C=CC3=C(C(=C(O3)C)C#N)C2)C(=CC=C1)F 5-((2-chloro-6-fluorobenzyl)oxy)-2-methylbenzofuran-3-carbonitrile